C(N)(=O)C1=CC=C(C(=C1C1=C(C(=CC2=C1[C@@H]([C@](O2)(C2=CC=CC=C2)CN(C(OC(C)(C)C)=O)C)C)F)Cl)F)OC Tert-butyl (((2S,3S,4S)-4-(6-carbamoyl-2-fluoro-3-methoxyphenyl)-5-chloro-6-fluoro-3-methyl-2-phenyl-2,3-dihydrobenzofuran-2-yl)methyl)(methyl)carbamate